NC(C1CCC(CC1)C(N)N)N 1,4-bis-diaminomethylcyclohexane